Niobium trialuminum [Al].[Al].[Al].[Nb]